NC1=NC2=C(C=3N1N=C(N3)C=3OC=CC3)C=NN2C(C(=O)NC)(C)C2=CC=CC=C2 2-(5-amino-2-(furan-2-yl)-7H-pyrazolo[4,3-e][1,2,4]triazolo[1,5-c]pyrimidin-7-yl)-N-methyl-2-phenylpropionamide